FC=1C=CC(=C(N)C1)C(F)(F)F 5-fluoro-2-trifluoromethylaniline